COCOC=1C=CC=C2C(=NN(C12)CCCC(F)(F)F)C(F)(F)F 7-(methoxymethoxy)-1-(4,4,4-trifluorobutyl)3-(trifluoromethyl)-1H-indazole